3-[2-(1-cyclopropyl-6-fluoro-1,3-benzodiazol-5-yl)ethynyl]-1-[(3S,5R)-5-[(1R)-1-hydroxyethyl]-1-(prop-2-enoyl)pyrrolidin-3-yl]-5-(methylamino)pyrazole-4-carboxamide C1(CC1)N1C=NC2=C1C=C(C(=C2)C#CC2=NN(C(=C2C(=O)N)NC)[C@@H]2CN([C@H](C2)[C@@H](C)O)C(C=C)=O)F